C(C1=CC=CC=C1)OC(=O)OC(CCC(=O)OCC)CCCCCCC Ethyl 4-(Benzyloxycarbonyloxy)Undecanoate